2,3,4,5,6-pentafluoro-N-(5-fluoro-2-((4-(2-methoxyethoxy)phenyl)amino)pyrimidin-4-yl)benzenesulfonamide FC1=C(C(=C(C(=C1F)F)F)F)S(=O)(=O)NC1=NC(=NC=C1F)NC1=CC=C(C=C1)OCCOC